ClC1=CC=C2C(=N1)N(C=N2)COCC[Si](C)(C)C 5-chloro-3-{[2-(trimethylsilyl)ethoxy]methyl}-3H-imidazo[4,5-b]pyridine